4-[4-(3-fluorophenoxy)piperidin-1-yl]-1-methyl-2-oxo-1,2-dihydroquinoline-3-carbonitrile FC=1C=C(OC2CCN(CC2)C2=C(C(N(C3=CC=CC=C23)C)=O)C#N)C=CC1